4-[4-fluoro-1-(pyridine-3-carbonyl)piperidine-4-carbonyl]-3,5-dihydro-2H-pyrido[3,4-f][1,4]oxazepine-9-carbonitrile FC1(CCN(CC1)C(=O)C=1C=NC=CC1)C(=O)N1CCOC2=C(C1)C=NC=C2C#N